C(C)(C)(C)C=1OC=C(N1)C(=O)NC12CC(C(CC1)(CC2)NC(COC2=CC(=C(C=C2)Cl)F)=O)O 2-tert-butyl-N-{4-[2-(4-chloro-3-fluorophenoxy)acetamido]-3-hydroxy-bicyclo[2.2.2]oct-1-yl}-1,3-oxazole-4-carboxamide